C(CCCCCC(C)C)(=O)C1=C(C=CC=C1)O.[Na] sodium isononanoylphenol